N-(3-aminopropyl)-2-(2-fluoro-4-(methylcarbamoyl)phenyl)benzo[d]imidazo[2,1-b]thiazole-7-carboxamide formate C(=O)O.NCCCNC(=O)C1=CC2=C(N3C(S2)=NC(=C3)C3=C(C=C(C=C3)C(NC)=O)F)C=C1